2-methyl-8-nitro-naphthalene-1-sulfinic acid CC1=C(C2=C(C=CC=C2C=C1)[N+](=O)[O-])S(=O)O